8-({1-[1-cyclopropyl-4-(trifluoromethyl)imidazol-2-yl]piperidin-4-yl}methyl)-2-(4-cyclopropyl-6-methoxypyrimidin-5-yl)pyrido[2,3-d]pyrimidin-7-one C1(CC1)N1C(=NC(=C1)C(F)(F)F)N1CCC(CC1)CN1C(C=CC2=C1N=C(N=C2)C=2C(=NC=NC2OC)C2CC2)=O